oleoyl carbonate C(OC(CCCCCCC\C=C/CCCCCCCC)=O)([O-])=O